(5-(5-chloro-1H-pyrrolo[2,3-b]pyridin-3-yl)pyrazolo[1,5-a]pyridin-3-yl)(4-methylpiperazin-1-yl)methanone ClC=1C=C2C(=NC1)NC=C2C2=CC=1N(C=C2)N=CC1C(=O)N1CCN(CC1)C